C(C)(=O)N1[C@H](CCC2=CC(=CC=C12)C1=CC=C(C(=O)NCCNC(=O)C=2N=C3N(C=C(N=C3N3CCOCC3)C=3C=NC(=NC3)N)C2C)C=C1)C (S)-N-(2-(4-(1-Acetyl-2-methyl-1,2,3,4-tetrahydroquinolin-6-yl)benzamido)ethyl)-6-(2-aminopyrimidin-5-yl)-3-methyl-8-morpholinoimidazo[1,2-a]pyrazine-2-carboxamide